CN1CCN(CC1)C1=CC=C(C=N1)NC1=NC2=C(C=CC=C2C=N1)C=1C=C(C=CC1)NC(C(=C)C)=O N-(3-(2-((6-(4-methylpiperazin-1-yl)pyridin-3-yl)amino)quinazolin-8-yl)phenyl)methacrylamide